The molecule is a digalacturonic acid in which an alpha-D-galactopyranuronic acid unit is joined to a D-galactopyranuronic acid unit via an alpha-(1->4)-linkage. It is a conjugate acid of an alpha-D-galacturonosyl-(1->4)-D-galacturonate(2-). [C@@H]1([C@H]([C@H](O[C@@H]([C@@H]1O)O[C@@H]2[C@@H]([C@H](C(O[C@@H]2C(=O)O)O)O)O)C(=O)O)O)O